(R)-(1-cyclohexyl-3-fluoro-3,3-bis(phenylsulfonyl)propyl)carbamic acid tert-butyl ester C(C)(C)(C)OC(N[C@H](CC(S(=O)(=O)C1=CC=CC=C1)(S(=O)(=O)C1=CC=CC=C1)F)C1CCCCC1)=O